FC(C1CCN(CC1)C1=CC=C(C=C1)NC1=CC2=C(C=CO2)C=C1)(F)F N-(4-(4-(trifluoromethyl)piperidin-1-yl)phenyl)benzofuran-6-amine